C(C)(C)C1=CC=C2C(=NC(N(C2=C1)C1=CC=CC=C1)=O)NC 7-Isopropyl-4-(methylamino)-1-phenylquinazolin-2(1H)-one